FC1=C(C=CC=C1)C1=NC2=CC=C(C=C2C=C1C1=C(C=CC=C1)F)NC(=O)NCC(CC)O 1-(2,3-bis(2-fluorophenyl)quinolin-6-yl)-3-(2-hydroxybutyl)urea